1-(6-bromo-1-methylindol-3-yl)ethanol BrC1=CC=C2C(=CN(C2=C1)C)C(C)O